Cl.C(C)C1C(NC=2C=C(C=NC2C1)C(=O)OCC)=O Ethyl 7-ethyl-6-oxo-5,6,7,8-tetrahydro-1,5-naphthyridine-3-carboxylate hydrochloride